2,2,6,6-tetramethyl-4-methylenepiperidine trifluoroacetate salt FC(C(=O)O)(F)F.CC1(NC(CC(C1)=C)(C)C)C